NC1=NC=CC(=C1Cl)SC1=CN=C(C=2N1N=CC2)N2CCC1([C@@H]([C@@H](OC1)C)N)CC2 (3S,4S)-8-[7-[(2-amino-3-chloro-4-pyridinyl)thio]pyrazolo[1,5-a]pyrazin-4-yl]-3-methyl-2-oxa-8-azaspiro[4.5]decan-4-amine